C(C1=CC=CC=C1)OC(=O)N1C[C@H](CC1)C(=O)O (S)-1-((benzyloxy)carbonyl)pyrrolidine-3-carboxylic acid